5-(2-butylpyridin-5-yl)-8-benzyloxyquinoline C(CCC)C1=NC=C(C=C1)C1=C2C=CC=NC2=C(C=C1)OCC1=CC=CC=C1